C(C1=CC=CC=C1)(=O)OC1=C(C(=CC=C1)[N+](=O)[O-])NCC1CCC(CC1)(C)O ((((1r,4r)-4-hydroxy-4-methylcyclohexyl) methyl) amino)-3-nitrophenyl benzoate